1-methylindazol-3-amine CN1N=C(C2=CC=CC=C12)N